3-[(3-Aminopropylamino)methyl]-N-[4-[4-[6-chloro-4-(trifluoromethyl)-2-pyridyl]-3-methyl-piperazin-1-yl]sulfonylphenyl]benzamide NCCCNCC=1C=C(C(=O)NC2=CC=C(C=C2)S(=O)(=O)N2CC(N(CC2)C2=NC(=CC(=C2)C(F)(F)F)Cl)C)C=CC1